FC1CN(CCC1)C1=NC(=CC(=N1)C(=O)NN)C 2-(3-Fluoropiperidin-1-yl)-6-methylpyrimidine-4-carbohydrazide